CC1CC(=O)NN=C1C2=CC3=C(C=C2)N=C(N3)C4=CC=C(C=C4)OC The molecule is a pyridazinone and a member of benzimidazoles. It has a role as a cardiotonic drug, a vasodilator agent and an EC 3.1.4.* (phosphoric diester hydrolase) inhibitor.